BrC1=NC=C(C(=O)NC[C@H](C(C)(C)O)F)C(=C1)Cl (R)-6-bromo-4-chloro-N-(2-fluoro-3-hydroxy-3-methylbutyl)nicotinamide